N,N'-diacetyl-L-cystine disodium salt [Na+].[Na+].C(C)(=O)N[C@@H](CSSC[C@@H](C(=O)[O-])NC(C)=O)C(=O)[O-]